C(C)(C)OC1=C(C=CC=N1)C 6-isopropoxy-5-methylpyridine